(selenophen-2-yl)-10H-phenoselenazine [Se]1C(=CC=C1)C1=CC=CC=2[Se]C3=CC=CC=C3NC12